(5-(3,5-difluorophenyl)-4,5-dihydro-1H-pyrazol-1-yl)(3-((6-fluoro-1H-pyrrolo[3,2-b]-pyridin-1-yl)methyl)-bicyclo[1.1.1]pentan-1-yl)methanone FC=1C=C(C=C(C1)F)C1CC=NN1C(=O)C12CC(C1)(C2)CN2C=CC1=NC=C(C=C12)F